OC1NC(C2=CC=CC=C12)=O 3-hydroxy-isoindolinone